2-(5-Fluoro-2-pyridyl)-6,6-dimethyl-3-(3-methylpyrazolo[1,5-a]pyridin-5-yl)-4,7-dihydropyrazolo[5,1-c][1,4]oxazine FC=1C=CC(=NC1)C1=NN2C(COC(C2)(C)C)=C1C1=CC=2N(C=C1)N=CC2C